CC(CO)CCCCCCCCC 2-methyl-undecanol